(2S,4R)-1-[(2S)-2-(4-cyclopropyltriazol-1-yl)-3,3-dimethyl-butanoyl]-N-[2-(4-fluoro-1-methyl-benzimidazol-2-yl)ethyl]-4-hydroxy-pyrrolidine-2-carboxamide C1(CC1)C=1N=NN(C1)[C@H](C(=O)N1[C@@H](C[C@H](C1)O)C(=O)NCCC1=NC2=C(N1C)C=CC=C2F)C(C)(C)C